CN(C)C=C(C(=O)O)C.CN(C)CCOC(C(=C)C)=O.ClC=1C(=C(C(=C(C1)C(C)=O)O)C=1C=NC(=CC1)C(F)(F)F)C 1-(5-chloro-2-hydroxy-4-methyl-3-(6-(trifluoromethyl)pyridin-3-yl)phenyl)ethan-1-one dimethylaminoethyl-methacrylate (dimethylaminomethacrylate)